methyl 6-bromo-7-iodo-3-oxoisoindoline-1-carboxylate BrC1=CC=C2C(NC(C2=C1I)C(=O)OC)=O